1,2-bis(tert-butyldimethylsiloxy)-1,1,2,2-tetraphenylethane O([Si](C)(C)C(C)(C)C)C(C(C1=CC=CC=C1)(C1=CC=CC=C1)O[Si](C)(C)C(C)(C)C)(C1=CC=CC=C1)C1=CC=CC=C1